C(C)(=O)N1CCN(CCC1)C1=NC=C(C(=N1)NC1=C(C(=CC=C1)C1=NC=C(C=N1)F)OC)C(=O)NC 2-(4-acetyl-1,4-diazepan-1-yl)-4-((3-(5-fluoropyrimidin-2-yl)-2-methoxyphenyl)amino)-N-methylpyrimidine-5-carboxamide